(9e,11z)-9,11-hexadecadienal C(CCCCCCC\C=C\C=C/CCCC)=O